neodymium nitrate salt [N+](=O)([O-])[O-].[Nd+3].[N+](=O)([O-])[O-].[N+](=O)([O-])[O-]